OC1(C(C(O[C@@H]([C@H]1O)CO)C(C(=O)O)C)(O)O)O 3-hydroxy-2-hydroxy-glucosyl-propionic acid